rhodium (I) carbonyl-bis(triphenylphosphine) chloride [Cl-].C(=O)(P(C1=CC=CC=C1)(C1=CC=CC=C1)C1=CC=CC=C1)P(C1=CC=CC=C1)(C1=CC=CC=C1)C1=CC=CC=C1.[Rh+]